FC1=C(CNC(=O)C2CCN(CC2)C2=NC=C(C=C2F)C(F)(F)F)C=CC(=C1C=1NC(C=C(N1)C)=O)C(F)(F)F N-[2-fluoro-3-(4-methyl-6-oxo-1,6-dihydropyrimidin-2-yl)-4-(trifluoromethyl)benzyl]-1-[3-fluoro-5-(trifluoromethyl)pyridin-2-yl]piperidine-4-carboxamide